F[C@@H]1C(NC(C[C@@H]1N1CCC2=C1N=NC(=C2)C2=C(C=C1N=C(C=NC1=C2)OC)O)(C)C)(C)C 7-{7-[(3S,4S)-3-fluoro-2,2,6,6-tetramethylpiperidin-4-yl]-6,7-dihydro-5H-pyrrolo[2,3-c]pyridazin-3-yl}-3-methoxyquinoxalin-6-ol